ClC=1C=C(C=C2C=C(N=CC12)NC(=O)[C@H]1[C@H](C1)F)C1=CC(=NC=C1C)OC |r| (±)-cis-N-(8-chloro-6-(2-methoxy-5-methylpyridin-4-yl)isoquinolin-3-yl)-2-fluorocyclopropanecarboxamide